dioctyl Sulfosuccinate (dioctyl Sulfosuccinate) C(CCCCCCC)C(C(C(=O)O)S(=O)(=O)O)(C(=O)O)CCCCCCCC.S(=O)(=O)(O)C(C(=O)OCCCCCCCC)CC(=O)OCCCCCCCC